FC1=CC=C(C=C1)C=1C(=C(C(=CC1C#N)O)O)C#N 4'-fluoro-3,4-dihydroxybiphenyl-2,6-dicarbonitrile